(2S)-N-[4-(3-cyanophenyl)-5-(2,6-dimethyl-4-pyridinyl)thiazol-2-yl]-2-(hydroxymethyl)pyrrolidine-1-carboxamide C(#N)C=1C=C(C=CC1)C=1N=C(SC1C1=CC(=NC(=C1)C)C)NC(=O)N1[C@@H](CCC1)CO